CN1CC2=C(CC1)N=C(S2)C(=O)N 5-methyl-4,5,6,7-tetrahydro-1,3-thiazolo[5,4-c]-pyridine-2-carboxamide